2-isopropenyl-5-norbornene C(=C)(C)C1C2C=CC(C1)C2